FC(C(=O)O)(F)F.FC(C=1N=C(NC(C1)=O)C=1C(=C(CNC(=O)[C@@H]2C[C@H](C2)OCC2=CC(=CC=C2)C(F)(F)F)C=CC1C(F)(F)F)F)F trans-N-{3-[4-(difluoromethyl)-6-oxo-1,6-dihydropyrimidin-2-yl]-2-fluoro-4-(trifluoromethyl)benzyl}-3-{[3-(trifluoromethyl)benzyl]oxy}cyclobutane-1-carboxamide tri-Fluoroacetate